NC(CCCC(=O)O)CC 5-aminoheptanoic acid